BrC=1C(=C(OC2CCC(CC2)CC[C@H](C(F)(F)F)N[S@@](=O)C(C)(C)C)C=CC1)C (S)-N-((R)-4-((1r,4S)-4-(3-bromo-2-methylphenoxy)cyclohexyl)-1,1,1-trifluorobutan-2-yl)-2-methylpropane-2-sulfinamide